(1s,4s)-N-(4-(Hydroxymethyl)-3-methoxyphenyl)-4-(4-methyl-1-oxoisoindolin-2-yl)cyclohexanecarboxamide OCC1=C(C=C(C=C1)NC(=O)C1CCC(CC1)N1C(C2=CC=CC(=C2C1)C)=O)OC